(1-(4-(1H-pyrazol-4-yl)phenyl)piperidin-4-yl)(5,7-dihydro-6H-pyrrolo[3,4-b]pyridin-6-yl)methanone N1N=CC(=C1)C1=CC=C(C=C1)N1CCC(CC1)C(=O)N1CC2=NC=CC=C2C1